{3-(4-fluorophenyl)-4-[6-(pyridin-3-yl)furo[2,3-d]pyrimidin-4-yl]-1H-pyrazol-1-yl}propanenitrile FC1=CC=C(C=C1)C1=NN(C=C1C=1C2=C(N=CN1)OC(=C2)C=2C=NC=CC2)C(C#N)C